(rac)-tert-butyl 4-(6-fluoro-2-tetrahydropyran-2-yl-3H-imidazo[4,5-b]pyridin-7-yl)piperidine-1-carboxylate FC=1C(=C2C(=NC1)NC(=N2)[C@@H]2OCCCC2)C2CCN(CC2)C(=O)OC(C)(C)C |r|